tert-butyl 4-hydroxy-2,8-diazaspiro[4.5]decane-2-carboxylate OC1CN(CC12CCNCC2)C(=O)OC(C)(C)C